diethyl 2,3-dibenzoylsuccinate C(C1=CC=CC=C1)(=O)C(C(=O)OCC)C(C(=O)OCC)C(C1=CC=CC=C1)=O